6-(6-methoxyimidazo-[1,2-a]pyridin-3-yl)-N-((3R,4S)-4-(trifluoro-methyl)pyrrolidin-3-yl)pyridin-2-amine COC=1C=CC=2N(C1)C(=CN2)C2=CC=CC(=N2)N[C@H]2CNC[C@@H]2C(F)(F)F